6-(methylcarbamoyl)pyridine-3-carboxylic acid CNC(=O)C1=CC=C(C=N1)C(=O)O